C(C)(C)(C)CN(C(O)=O)C1=CC=NN1C1CCCCC1.CN(CCN(C1=CC(=C(C=C1[N+](=O)[O-])NC1=NC=CC(=N1)N1CN(C2=C1C=CC=C2)C)OC)C)C 1-(2-(4-((2-(Dimethylamino)ethyl)(methyl)amino)-2-methoxy-5-nitrophenylamino)pyrimidin-4-yl)-3-methyl-1H-benzo[d]imidazol tert-butyl-(1-cyclohexyl-1H-pyrazol-5-yl)(methyl)carbamate